3-(7-carbamoyl-2,3-dimethyl-1H-indol-4-yl)-5,6-dihydropyridine-1(2H)-carboxylic acid tert-butyl ester C(C)(C)(C)OC(=O)N1CC(=CCC1)C1=C2C(=C(NC2=C(C=C1)C(N)=O)C)C